1-(5-(1-methyl-1H-pyrazol-4-yl)pyrazin-2-yl)urea CN1N=CC(=C1)C=1N=CC(=NC1)NC(=O)N